IC1=NN(C2=C1N=C(N=C2)C(F)(F)F)C2OCCCC2 3-iodo-1-(tetrahydro-2H-pyran-2-yl)-5-(trifluoromethyl)-1H-pyrazolo[4,3-d]Pyrimidine